1-[2-(2-cyclopropyl-5-methyl-4-pyridinyl)-6-[5-[(6-methylpyridazin-3-yl)amino]benzimidazol-1-yl]-3-pyridinyl]ethanol C1(CC1)C1=NC=C(C(=C1)C1=NC(=CC=C1C(C)O)N1C=NC2=C1C=CC(=C2)NC=2N=NC(=CC2)C)C